2-{6-[2-(7-Fluoro-4-methoxy-2-methyl-indol-1-yl)-ethylamino]-pyrimidin-4-yl}-4-propoxy-thiazol FC=1C=CC(=C2C=C(N(C12)CCNC1=CC(=NC=N1)C=1SC=C(N1)OCCC)C)OC